(S)-2-(6-(2,6-dichloro-3,5-dimethoxyphenyl)-4,5,6,7-tetrahydro-1H-indazol-3-yl)aniline ClC1=C(C(=C(C=C1OC)OC)Cl)[C@H]1CCC=2C(=NNC2C1)C1=C(N)C=CC=C1